ethyl 5-(benzyloxycarbonylamino)-3-(trifluoromethyl)-4,5,6,7-tetrahydrobenzothiophene-2-carboxylate C(C1=CC=CC=C1)OC(=O)NC1CCC2=C(C(=C(S2)C(=O)OCC)C(F)(F)F)C1